CN1N=NC(=C1C=1C=C2C(=NC1)C1=C(N2C(C2COCC2)C2=NC=CC=C2)C=C(N1C)CC(C)O)C (6-(1,4-dimethyl-1H-1,2,3-triazol-5-yl)-1-methyl-4-(pyridin-2-yl-(tetrahydrofuran-3-yl)methyl)-1,4-dihydropyrrolo[2',3':4,5]pyrrolo[3,2-b]pyridin-2-yl)propan-2-ol